hydroxyethylpropylene OCCC=CC